3-(1-(2-amino-4-fluorophenyl)-1H-pyrrolo[2,3-c]pyridin-3-yl)piperidine-1-carboxylic acid tert-butyl ester C(C)(C)(C)OC(=O)N1CC(CCC1)C1=CN(C2=CN=CC=C21)C2=C(C=C(C=C2)F)N